OC1CN(CC1)C1=CC=C(C=C1)N 3-hydroxy-1-(4'-aminophenyl)-pyrrolidine